6-(3,5-difluoro-4-((1R,3R)-2-(2-fluoro-2-methylpropyl)-3-methyl-2,3,4,9-tetrahydro-1H-pyrido[3,4-b]indol-1-yl)phenoxy)hexan-1-ol FC=1C=C(OCCCCCCO)C=C(C1[C@H]1N([C@@H](CC2=C1NC1=CC=CC=C21)C)CC(C)(C)F)F